C(C)(C)(C)OC(NC12CCC(CC1)(CC2)C(=O)NNC(=O)[C@@]21CN(C[C@]1(C2)C(F)(F)F)C2=C1C=CC=NC1=C(C=C2)C(F)(F)F)=O tert-butyl(4-(2-((1S,5R)-5-(trifluoromethyl)-3-(8-(trifluoromethyl)quinolin-5-yl)-3-azabicyclo[3.1.0]hexane-1-carbonyl)hydrazine-1-carbonyl)bicyclo[2.2.2]octan-1-yl)carbamate